The molecule is an aminodiol that is cyclohexane-1,2-diol substituted at positions 3 and 5 by amino groups (the 1S,2S,3R,5S-diastereomer) It is a diamine and an aminodiol. It is a conjugate base of a (1S,2S,3R,5S)-3,5-diammoniocyclohexane-1,2-diol. C1[C@@H](C[C@@H]([C@H]([C@@H]1N)O)O)N